CN1C=2N(CC[C@@H](C1=O)NC(=O)C=1N=C3N(N1)[C@H](CC3)C3=CC=CC=C3)N=CC2 (R)-N-((S)-4-methyl-5-oxo-5,6,7,8-tetrahydro-4H-pyrazolo[1,5-a][1,3]diazepin-6-yl)-5-phenyl-6,7-dihydro-5H-pyrrolo[1,2-b][1,2,4]triazole-2-carboxamide